C=1(C(=CC=CC1)C(=O)[C@]([C@](C(=O)O)(O)C(=O)C=1C(=CC=CC1)C)(O)C(=O)O)C (-)-di-toluoyl-L-tartaric acid